N-methyl-N,N-ditetradecylammonium C[NH+](CCCCCCCCCCCCCC)CCCCCCCCCCCCCC